dioleyl 3,3'-thiodipropionate S(CCC(=O)OCCCCCCCC\C=C/CCCCCCCC)CCC(=O)OCCCCCCCC\C=C/CCCCCCCC